C1(CC1)[C@@H]1N(CCC(C1)C=1C=C(C2=C(N(C(=N2)C2=CC(=C(C=C2)OC)F)C)C1)C)C1CCNCC1 6-(r-cyclopropyl-[1,4'-bipiperidin]-4-yl)-2-(3-fluoro-4-methoxyphenyl)-1,4-dimethyl-1H-benzo[d]imidazole